(2-methoxy phenyl) methylphosphonate CP(OC1=C(C=CC=C1)OC)([O-])=O